4-(1-methyl-6-oxo-1,6-dihydropyrimidin-4-yl)benzonitrile CN1C=NC(=CC1=O)C1=CC=C(C#N)C=C1